ClC=1C=CC2=C(N=C(O2)C=2C=C(C=CC2)NC(CC2=CC=C(C=C2)C(F)(F)F)=O)C1 N-(3-(5-chlorobenzo[d]oxazol-2-yl)phenyl)-2-(4-(trifluoromethyl)phenyl)acetamide